N-(3-(1H-Indazol-4-yl)phenethyl)-2-ethynylthiazole-4-carboxamide N1N=CC2=C(C=CC=C12)C=1C=C(CCNC(=O)C=2N=C(SC2)C#C)C=CC1